succinonitrile, sodium salt [Na].C(CCC#N)#N